CNCCOC(C(=O)O)CC#CC [2-(methylamino)ethoxy]hex-4-ynoic acid